N-{(2S,3R)-4,4-difluoro-1-(oxetane-2-carbonyl)-2-[(2,3',5'-trifluoro[1,1'-biphenyl]-3-yl)methyl]pyrrolidin-3-yl}cyclopropanesulfonamide FC1([C@@H]([C@@H](N(C1)C(=O)C1OCC1)CC=1C(=C(C=CC1)C1=CC(=CC(=C1)F)F)F)NS(=O)(=O)C1CC1)F